BrC1=CC=C(C=2OCCOC21)F 5-bromo-8-fluoro-2,3-dihydro-1,4-benzodioxin